2-(4-fluorophenyl)-3-amino-4-(3-[2,3-di{butyroyloxy}propyloxy]phenyl)carbonylpyrazole FC1=CC=C(C=C1)N1N=CC(=C1N)C(=O)C1=CC(=CC=C1)OCC(COC(CCC)=O)OC(CCC)=O